N-(3-Chloro-2-methyl-phenyl)-2-[(4-chlorophenyl)[4-[methyl(methylsulfonyl)amino]phenyl]methylene]-hydrazinecarboxamide ClC=1C(=C(C=CC1)NC(=O)NN=C(C1=CC=C(C=C1)N(S(=O)(=O)C)C)C1=CC=C(C=C1)Cl)C